(2-(2-aminoethyl)phenyl)(6-(dicyclohexylphosphino)-2',6'-diisopropoxy-[1,1'-biphenyl]-3-yl)palladium(III) chloride NCCC1=C(C=CC=C1)[Pd](C=1C=C(C(=CC1)P(C1CCCCC1)C1CCCCC1)C1=C(C=CC=C1OC(C)C)OC(C)C)Cl